(3R,6S)-1-(2-(furan-2-yl)acetyl)-6-methylpiperidine-3-carboxylic acid methyl ester COC(=O)[C@H]1CN([C@H](CC1)C)C(CC=1OC=CC1)=O